C[C@H]1CN(C[C@H](N1)C)C=1OC(=C(N1)CNC(=O)[C@H]1CCN(C2(CC2)C1)C(=O)C1=NNC(=C1)C1=CC(=NC=C1F)OC)C(F)(F)F (S)-N-((2-((3S,5R)-3,5-dimethylpiperazin-1-yl)-5-(trifluoromethyl)oxazol-4-yl)methyl)-4-(5-(5-fluoro-2-methoxypyridin-4-yl)-1H-pyrazole-3-carbonyl)-4-azaspiro[2.5]octane-7-carboxamide